1-indenecarboxaldehyde C1(C=CC2=CC=CC=C12)C=O